1-(6-allyloxy-7-oxo-1,6-diazabicyclo[3.2.1]oct-3-en-3-yl)-N-[2-[tert-butyl(diphenyl)silyl]oxyethoxy]pyrazole-3-carboxamide C(C=C)ON1C2C=C(CN(C1=O)C2)N2N=C(C=C2)C(=O)NOCCO[Si](C2=CC=CC=C2)(C2=CC=CC=C2)C(C)(C)C